FC=1C=C2C(=C(NC2=CC1)C)CCNC(=O)C1=CC=CC=2N=C(OC21)C N-(2-(5-fluoro-2-methyl-1H-indol-3-yl)ethyl)-2-methylbenzo[d]oxazole-7-carboxamide